4-[3-[4-(1,3,3a,4,6,6a-Hexahydrofuro[3,4-c]pyrrol-5-yl)-2,6-dichlorobenzoyl]-2,4-dihydro-1,3-benzoxazin-8-yl]-5-fluoro-2-morpholin-4-ylbenzoic acid C1OCC2C1CN(C2)C2=CC(=C(C(=O)N1COC3=C(C1)C=CC=C3C3=CC(=C(C(=O)O)C=C3F)N3CCOCC3)C(=C2)Cl)Cl